1-(2-(7H-pyrrolo[2,3-d]pyrimidine-4-carbonyl)-2-azaspiro[3.3]heptan-6-yl)-1-methyl-3-(5-(trifluoromethoxy)pyridin-3-yl)urea N1=CN=C(C2=C1NC=C2)C(=O)N2CC1(C2)CC(C1)N(C(=O)NC=1C=NC=C(C1)OC(F)(F)F)C